N-(6-chloro-4-(2-methoxypropan-2-yl)-1,5-naphthyridin-3-yl)-N'-(6-(2H-1,2,3-triazol-2-yl)-5-(trifluoromethyl)pyridin-3-yl)urea ClC=1N=C2C(=C(C=NC2=CC1)NC(=O)NC=1C=NC(=C(C1)C(F)(F)F)N1N=CC=N1)C(C)(C)OC